ClC1=C(C=C(S1)[C@H](C(C(=O)OCC1=CC=CC=C1)(C)C)C1=C(C2=C(N(N=N2)CC)C=C1)F)CO Benzyl (R)-3-(5-chloro-4-(hydroxymethyl)thiophen-2-yl)-3-(1-ethyl-4-fluoro-1H-benzo[d][1,2,3]triazol-5-yl)-2,2-dimethylpropanoate